[Si](C1=CC=CC=C1)(C1=CC=CC=C1)(C(C)(C)C)OCCCCC\C=N\S(=O)C(C)(C)C (E)-N-(6-((tert-butyldiphenylsilyl)oxy)hexylidene)-2-methylpropane-2-sulfinamide